C(C)(C)(C)OC(=O)NCCCOC(C)C1=NC=CC=C1 2-(1-(3-((tert-butoxycarbonyl)amino)propoxy)ethyl)pyridin